N-(1-(3-hydroxy-3-methylcyclobutyl)-3-(pyridin-2-yl)-1H-pyrazol-4-yl)-2-(1H-pyrazol-4-yl)thiazole-4-carboxamide OC1(CC(C1)N1N=C(C(=C1)NC(=O)C=1N=C(SC1)C=1C=NNC1)C1=NC=CC=C1)C